C(CC)C(=CC)Br propyl-bromopropene